CC1(COCCC1N)C 3,3-dimethyloxacyclohexane-4-amine